N-(pyrazolo[1,5-a]pyridin-2-ylmethyl)bicyclo[1.1.1]pentan-1-amine N1=C(C=C2N1C=CC=C2)CNC21CC(C2)C1